N-(2-((1S,4S)-2-oxa-5-azabicyclo[2.2.1]heptan-5-yl)-4-methoxy-5-((6-((R)-3-(3-phenoxyphenyl)isooxazolidin-2-yl)pyrimidin-4-yl)amino)phenyl)acrylamide [C@@H]12OC[C@@H](N(C1)C1=C(C=C(C(=C1)OC)NC1=NC=NC(=C1)N1OCC[C@@H]1C1=CC(=CC=C1)OC1=CC=CC=C1)NC(C=C)=O)C2